tert-Butyl 6-cyano-2,3-dihydro-1H-pyrrolo[3,2-c]pyridine-1-carboxylate C(#N)C1=CC2=C(C=N1)CCN2C(=O)OC(C)(C)C